N-[(3S,4S)-1-isobutyl-3-methyl-4-piperidyl]-6-{3-[4-(N-methylcarbamoyl)-2-anisidino]-1-propynyl}-1-(2,2,2-trifluoroethyl)-1H-1,3-benzimidazole-4-carboxamide C(C(C)C)N1C[C@@H]([C@H](CC1)NC(=O)C1=CC(=CC=2N(C=NC21)CC(F)(F)F)C#CCNC=2C(OC)=CC=C(C2)C(NC)=O)C